2-methylpropanoic acid tri-hydrochloride Cl.Cl.Cl.CC(C(=O)O)C